2-(3-Aminopropylamino)-N-[4-[4-[6-chloro-4-(trifluoromethyl)-2-pyridyl]piperazin-1-yl]sulfonylphenyl]indane-5-carboxamide NCCCNC1CC2=CC=C(C=C2C1)C(=O)NC1=CC=C(C=C1)S(=O)(=O)N1CCN(CC1)C1=NC(=CC(=C1)C(F)(F)F)Cl